C(#N)C1(CC1)NS(=O)(=O)C1=CC=2N(C(=C1)N1CCC3(COC3)CC1)C=NC2C=2SC(=NN2)C(F)F N-(1-cyanocyclopropyl)-1-(5-(difluoromethyl)-1,3,4-thiadiazol-2-yl)-5-(2-oxa-7-azaspiro[3.5]nonan-7-yl)imidazo[1,5-a]pyridine-7-sulfonamide